Ethyl (E)-3-(1-methyl-1H-benzo[d]imidazol-2-yl)acrylate CN1C(=NC2=C1C=CC=C2)/C=C/C(=O)OCC